N-propyl-3-(3-thienyl)imidazo[1,2-b]pyridazin-6-amine C(CC)NC=1C=CC=2N(N1)C(=CN2)C2=CSC=C2